FC(C=1C=C(C=NC1)S(=O)(=O)C1=CC=C(C=C1)CNC(=O)C=1C=C2C(=NC1)NN=C2)(F)F N-({4-[5-(trifluoromethyl)pyridine-3-sulfonyl]phenyl}methyl)-1H-pyrazolo[3,4-b]pyridine-5-carboxamide